D-pyroglutamate N1[C@H](CCC1=O)C(=O)[O-]